OC=1C=CC(=NC1C)C=1C(C(C(=NC1)NC(C)C)C)=O 5-(5-hydroxy-6-methylpyridin-2-yl)-2-(isopropylamino)-3-methylpyridin-4(3H)-one